O=C(CN1CCC(CC1)C(=O)NC1=CC=CC=C1)N1CCC2(CCNC2=O)CC1 (2-oxo-2-(1-oxo-2,8-diazaspiro[4.5]decan-8-yl)ethyl)-N-phenylpiperidine-4-carboxamide